Methyl-5-(1-cyano-2-ethoxy-2-oxo-ethyl)-3-ethylsulfanyl-pyridine CC1=NC=C(C=C1SCC)C(C(=O)OCC)C#N